[Si](C)(C)(C(C)(C)C)OC=1C=C(C(=C(C1)[C@@H](C)NC1=NC(=NC2=CC=C(C=C12)N(C=1C=C(C(=NC1)OC)CC(=O)N(C)C)C)C)F)C(F)F (R)-2-(5-((4-((1-(5-((tert-butyldimethylsilyl)oxy)-3-(difluoromethyl)-2-Fluorophenyl)ethyl)amino)-2-methylquinazolin-6-yl)(methyl)amino)-2-methoxypyridin-3-yl)-N,N-dimethylacetamide